tert-butyl (1s,4s)-5-(4-(((3r,4r)-1-(2-cyanoacetyl)-4-methylpiperidin-3-yl) (methyl) amino)-7H-pyrrolo[2,3-d]pyrimidine-7-carbonyl)-2,5-diazabicyclo[2.2.1]heptane-2-carboxylate C(#N)CC(=O)N1C[C@@H]([C@@H](CC1)C)N(C=1C2=C(N=CN1)N(C=C2)C(=O)N2[C@@H]1CN([C@H](C2)C1)C(=O)OC(C)(C)C)C